4,4'-bis(N-(stilbene-4-yl)-N-phenylamino)stilbene C1(=CC=C(C=C1)N(C1=CC=CC=C1)C1=CC=C(C=C1)C=CC1=CC=C(C=C1)N(C1=CC=C(C=C1)C=CC1=CC=CC=C1)C1=CC=CC=C1)C=CC1=CC=CC=C1